FC1(CCN(CC1)C(=O)OC(C)(C)C)CC1=CC=NC=C1 tert-butyl 4-fluoro-4-(4-pyridylmethyl)piperidine-1-carboxylate